1-(3-fluoropropyl)-3-iodopyrrolidine FCCCN1CC(CC1)I